(S)-4-((2-(1-amino-1,3-dihydrospiro[indene-2,4'-piperidin]-1'-yl)-1H-imidazo[4,5-b]pyrazin-5-yl)thio)pyridazin-3(2H)-one N[C@@H]1C2=CC=CC=C2CC12CCN(CC2)C2=NC=1C(=NC=C(N1)SC=1C(NN=CC1)=O)N2